N-((5-fluoro-2,3-dihydrobenzofuran-4-yl)methyl)-8-iodo-2-(methylthio)pyrido[4,3-d]pyrimidin-5-amine FC=1C=CC2=C(CCO2)C1CNC1=NC=C(C=2N=C(N=CC21)SC)I